C(#N)C(C(=O)OCC)COCC ethyl 2-cyano-3-ethoxypropionate